NC1=C(C2=CN(N=C2C=C1Cl)C)C#CCCC(=O)OC Methyl 5-(5-amino-6-chloro-2-methyl-2H-indazol-4-yl)pent-4-ynoate